tert-butyl 4-(6-((8-cyclopentyl-6-(difluoromethyl)-7-oxo-7,8-dihydropyrido[2,3-d]pyrimidin-2-yl)amino)pyridin-3-yl)piperidine-1-carboxylate C1(CCCC1)N1C(C(=CC2=C1N=C(N=C2)NC2=CC=C(C=N2)C2CCN(CC2)C(=O)OC(C)(C)C)C(F)F)=O